C(C)(C)(C)OC(=O)N(C)CC1=CC2=NC(=CC=C2N1)S(=O)[O-].[Na+] sodium 2-(((tert-butoxycarbonyl)(methyl)amino)methyl)-1H-pyrrolo[3,2-b]pyridine-5-sulfinate